C(C)(C)(C)OC(=O)N[C@H](CC1=C(C=2N=NC=C(C2S1)N(C(OC(C)(C)C)=O)CC=1SC=CC1)C)CC=O tert-butyl N-{6-[(2S)-2-[(tert-butoxycarbonyl)amino]-4-oxobutyl]-7-methylthieno[3,2-c]pyridazin-4-yl}-N-(thiophen-2-ylmethyl)carbamate